C(C)(C)(C)OC(=O)N1CCC(CC1)(N(CC1=C(C=C(C=C1)C(F)(F)F)N1CCOCC1)C)C 4-methyl-4-(methyl-(2-morpholino-4-(trifluoromethyl)benzyl)amino)piperidine-1-carboxylic acid tert-butyl ester